FC=1C=C(C2=C(C=C(O2)C(=O)NC23CCC(CC2)(CC3)C(=O)OC)C1)C1=C(C=CC=C1)OCC(F)(F)F methyl 4-(5-fluoro-7-(2-(2,2,2-trifluoroethoxy)phenyl)benzofuran-2-carboxamido)bicyclo[2.2.2]octane-1-carboxylate